7-chloro-1-cyclopropyl-3-({[(3S)-1-(6-methylpyridin-3-yl)piperidin-3-yl][(2-methylpyridin-4-yl)methyl]amino}methyl)-1,4-dihydro-1,6-naphthyridin-4-one ClC1=NC=C2C(C(=CN(C2=C1)C1CC1)CN(CC1=CC(=NC=C1)C)[C@@H]1CN(CCC1)C=1C=NC(=CC1)C)=O